N-(1-(4-bromophenyl)cyclopropyl)-1-isopropyl-1H-pyrazolo[3,4-d]pyrimidine-6-carboxamide BrC1=CC=C(C=C1)C1(CC1)NC(=O)C1=NC=C2C(=N1)N(N=C2)C(C)C